(S)-16-Amino-10-benzyl-6,9,12,15-tetraoxo-3-oxa-5,8,11,14-tetraazahexadecanoic acid NCC(NCC(N[C@H](C(NCC(NCOCC(=O)O)=O)=O)CC1=CC=CC=C1)=O)=O